(3S,4R)-1-[4-({5-ethoxy-8-[3-(methanesulfonyl-methyl)azetidin-1-yl]isoquinolin-3-yl}amino)pyrimidin-2-yl]-3-fluoro-3-methylpiperidin-4-ol C(C)OC1=C2C=C(N=CC2=C(C=C1)N1CC(C1)CS(=O)(=O)C)NC1=NC(=NC=C1)N1C[C@]([C@@H](CC1)O)(C)F